tert-Butyl (R)-4-(4-methoxy-6-((tetrahydrofuran-3-yl)carbamoyl)pyridin-3-yl)piperazine-1-carboxylate COC1=C(C=NC(=C1)C(N[C@H]1COCC1)=O)N1CCN(CC1)C(=O)OC(C)(C)C